COC([C@@H](N=C(C1=CC=CC=C1)C1=CC=CC=C1)CC1=CC(=CC=C1)OC[C@@H]1OCCOC1)=O 3-{[(2R)-1,4-dioxan-2-yl]methoxy}-N-(diphenylmethylene)phenylalanine methyl ester